2-chloro-3-(4-methyl-1,4-diazepan-1-yl)quinoxaline ClC1=NC2=CC=CC=C2N=C1N1CCN(CCC1)C